C(CCCC)C(CCC(=O)OCCCCCCN(CCCCCO)CC(CCCCOC(CCC(CCCCCCC)CCCCC)=O)O)CCCCCCC 6-((2-hydroxy-6-((4-pentylundecanoyl)oxy)hexyl)(5-hydroxypentyl)amino)hexyl 4-pentylundecanoate